4-(3-bromo-4-fluorophenyl)-3-(4-((2-(6-oxo-1,6-dihydropyridin-2-yl)ethyl)amino)-1,2,5-oxadiazol-3-yl)-1,2,4-oxadiazol-5(4H)-one BrC=1C=C(C=CC1F)N1C(=NOC1=O)C1=NON=C1NCCC=1NC(C=CC1)=O